COC(C(C)N)(OC)OC 1,1,1-trimethoxypropan-2-amine